ClC=1N=C(C2=C(N1)C(=C(S2)C=O)C(C)(C)S(=O)(=O)C)N2[C@@H](COCC2)C (R)-2-chloro-4-(3-methylmorpholinyl)-7-(2-(methylsulfonyl)propan-2-yl)thieno[3,2-d]pyrimidine-6-carbaldehyde